Methyl 3-chloro-4-[1-[[4-(2-phenoxyethylamino)tetrahydropyran-4-carbonyl]amino]cyclopropyl]benzoate ClC=1C=C(C(=O)OC)C=CC1C1(CC1)NC(=O)C1(CCOCC1)NCCOC1=CC=CC=C1